(R)-pyrrolidin-3-ylmethanol N1C[C@@H](CC1)CO